butyl-4-(4-oxopiperidin-1-yl)piperidine-1-carboxylate C(CCC)OC(=O)N1CCC(CC1)N1CCC(CC1)=O